methyl 2-(3-bromo-2-fluorophenyl)-7-hydroxy-6,6-dimethylheptanoate BrC=1C(=C(C=CC1)C(C(=O)OC)CCCC(CO)(C)C)F